O1CC=CC2=CC(C(C=C12)=O)=O chromene-6,7-dione